4,6-dichloro-1,3-benzenedioic acid ClC1=C(C=C(C(=C1)Cl)C(=O)O)C(=O)O